2,2'-((((((2-acetylnaphtho[2,3-b]furan-4,9-diyl)bis(oxy))bis(carbonyl))bis-(azanediyl))bis(ethane-2,1-diyl))bis(azanediyl))diacetic Acid dihydrochloride Cl.Cl.C(C)(=O)C1=CC2=C(O1)C(=C1C=CC=CC1=C2OC(=O)NCCNCC(=O)O)OC(=O)NCCNCC(=O)O